4-(2-methoxy-ethoxy)-pyridin-2-ylamine COCCOC1=CC(=NC=C1)N